C(C)N(C1=CC(=C(C(=O)C2=C(C(=O)N3CCN(CC3)C(=O)C3=C(C=CC=C3)CC(=O)C3=C(C=C(C=C3)N(CC)CC)O)C=CC=C2)C=C1)O)CC (2-{4-[2-(4-Diethylamino-2-hydroxy-benzoyl)-benzoyl]-piperazin-1-carbonyl}-phenyl)-(4-diethylamino-2-hydroxy-phenyl)-ethanon